ClC1=C(C(=O)C2=CNC3=NC=C(C(=C32)N[C@H]3CO[C@@H](CC3)CO)C#N)C=CC(=C1)OC1=CC=CC=C1 3-(2-chloro-4-phenoxybenzoyl)-4-(((3R,6S)-6-(hydroxymethyl)tetrahydro-2H-pyran-3-yl)amino)-1H-pyrrolo[2,3-b]pyridine-5-carbonitrile